4-(3-amino-1H-pyrazolo[4,3-b]pyridin-5-yl)-3-chloro-N-((1S,3S)-3-hydroxy-3-(trifluoromethyl)cyclobutyl)benzenesulfonamide NC1=NNC=2C1=NC(=CC2)C2=C(C=C(C=C2)S(=O)(=O)NC2CC(C2)(C(F)(F)F)O)Cl